ClCCC(=O)C1=CC=C(C=C1)Cl 4-(3-chloro)propionyl-chlorobenzene